[(4,5-dichloro-2-hydroxyphenyl)(pyridin-4-yl)methyl]acetamide ClC1=CC(=C(C=C1Cl)C(C1=CC=NC=C1)CC(=O)N)O